4-aminomethyl-benzene borate B(O)(O)O.NCC1=CC=CC=C1